N=1N(N=C2C1C=CC=C2)C2=C(NC)C=CC=C2 2-(2H-1,2,3-benzotriazole-2-yl)-N-methylaniline